NC1=NC=C(C2=C1C=NN2)NC(C(N2[C@H](CC[C@@H](C2)C)C2=CC=C1C=CC=NC1=C2)=O)=O N-(4-amino-1H-pyrazolo[4,3-c]pyridin-7-yl)-2-oxo-2-[(2R,5S)-5-methyl-2-(7-quinolyl)-1-piperidyl]acetamide